CC(C)(C)C(F)(F)F 2-methyl-2-(trifluoromethyl)propane